(5-{3-[(2,4-dichlorobenzyl)oxy]benzylidene}-4-oxo-2-thioxo-1,3-thiazolidin-3-yl)acetic acid ClC1=C(COC=2C=C(C=C3C(N(C(S3)=S)CC(=O)O)=O)C=CC2)C=CC(=C1)Cl